2-((2S,4S)-4-(4-(((S)-1-(dimethylamino)propan-2-yl)oxy)-7-(2,3-dimethylphenyl)-6-fluoro-8-methyl-1H-[1,2,3]triazolo[4,5-c]quinolin-1-yl)piperidin-2-yl)acetonitrile CN(C[C@H](C)OC1=NC=2C(=C(C(=CC2C2=C1N=NN2[C@@H]2C[C@H](NCC2)CC#N)C)C2=C(C(=CC=C2)C)C)F)C